CC(CCCCCCCCCCCNCC1=CC=CC=C1)C dimethylbenzyldodecylamine